7-Bromo-5-methyl-4-oxo-4,5-dihydrothieno[3,2-c]pyridine-2-carboxylic acid BrC=1C2=C(C(N(C1)C)=O)C=C(S2)C(=O)O